C(CCCC=C)S 5-hexene-1-thiol